2-(1-benzoylpiperidin-4-yl)acetaldehyde C(C1=CC=CC=C1)(=O)N1CCC(CC1)CC=O